COC(=O)C=1C=C2N=C(C=NC2=C(C1)C=1SC2=C(N1)C(=CC(=C2)OCCNS(=O)(=O)C2=CC=C(C=C2)F)C)COC 8-(6-(2-(4-fluorophenylsulphonamido)ethoxy)-4-methylbenzo[d]Thiazol-2-yl)-3-(methoxymethyl)quinoxaline-6-carboxylic acid methyl ester